ON=C(CC=1SC=CN1)N N'-hydroxy-2-(thiazol-2-yl)acetamidine